3-(Anthracene-9-yl)-2-fluoro-1-methylpyridin-1-ium iodide [I-].C1=CC=CC2=CC3=CC=CC=C3C(=C12)C=1C(=[N+](C=CC1)C)F